methyl N-[5-[6-[[4-fluoro-3-(2-methoxyethoxy) phenyl]-methyl-carbamoyl]imidazo[1,2-a]pyridin-3-yl]-2-pyridyl]carbamate FC1=C(C=C(C=C1)N(C(=O)C=1C=CC=2N(C1)C(=CN2)C=2C=CC(=NC2)NC(OC)=O)C)OCCOC